[Br-].C(CCCCCCCCCCCCCCCCC)[N+](C)(C)CCCCCCCCCCCCCCCCCC dioctadecyldimethylammonium bromide